ClC1=CC(=C(C=C1)COC1=CC=CC(=N1)C1=CC(=NC=C1)OCC=1N(C2=C(N1)C=CC(=C2)C(=O)O)C[C@H]2OCC2)F 2-[[4-[6-[(4-chloro-2-fluoro-phenyl)methoxy]-2-pyridyl]-2-pyridyl]oxymethyl]-3-[[(2S)-oxetan-2-yl]methyl]benzimidazole-5-carboxylic acid